10-bromo-9-fluoro-3-methyl-7-oxo-3,5,6,7-tetrahydro-2H-[1,4]oxazino[2,3,4-ij]quinoline-6-carbaldehyde BrC1=C(C=C2C(C(CN3C2=C1OCC3C)C=O)=O)F